(S)-2-(chloromethyl)-1-(oxetan-2-yl Methyl)-1H-benzo[d]imidazole-6-carboxylate ClCC1=NC2=C(N1C[C@H]1OCC1)C=C(C=C2)C(=O)[O-]